C(#N)C=1C=CC2=C(OC3=NC=C(C(=C3O2)NC(C)C)C(=O)OC)C1 methyl 8-cyano-4-(isopropylamino)-[1,4]benzodioxino[2,3-b]pyridine-3-carboxylate